N-methyl-hydroxylamine CNO